N1(CCCCCC1)C1=C(CNC2=CC(=C(C=C2Cl)S(=O)(=O)NC2=NC=CN=C2)F)C=CC(=C1)Cl 4-((2-(homopiperidin-1-yl)-4-chlorobenzyl)amino)-5-chloro-2-fluoro-N-(pyrazine-2-yl)benzenesulfonamide